5-chloro-2-(bromomethyl)-6-fluoro-1-((2-(trimethylsilyl)ethoxy)methyl)-1H-pyrrolo[3,2-b]pyridine ClC1=C(C=C2C(=N1)C=C(N2COCC[Si](C)(C)C)CBr)F